ClC1=NC=C(C(=C1NC(OC(C)(C)C)=O)C=O)C tert-Butyl (2-chloro-4-formyl-5-methylpyridin-3-yl)carbamate